C(C)OCC1=CC(=CS1)C1=C(C(=C(C=O)C=C1)F)F 4-[5-(ethoxymethyl)thiophen-3-yl]-2,3-difluorobenzaldehyde